(3S)-N-cyclobutyl-1-{6-[2-(methoxymethoxy)-4-(6-methoxypyrimidin-4-yl)phenyl]pyridazin-3-yl}-3-methylpyrrolidin-3-amine C1(CCC1)N[C@@]1(CN(CC1)C=1N=NC(=CC1)C1=C(C=C(C=C1)C1=NC=NC(=C1)OC)OCOC)C